C(C)(C)C1=C(NC2=CC=C(C=C12)C1=CC2=C(CN(CC2)CC(=O)NC)S1)C1=CC(=NC=C1)C 2-(2-(3-isopropyl-2-(2-methylpyridin-4-yl)-1H-indol-5-yl)-4,7-dihydrothieno[2,3-c]pyridin-6(5H)-yl)-N-methylacetamide